CC=1N=C2NN=CC2=C(N1)NCC1=CN=CC(=N1)CO (6-((3-Methyl-2,4,8,9-tetrazabicyclo[4.3.0]nona-1,3,5,7-tetraen-5-ylamino)methyl)-2-pyrazinyl)methanol